6-(4-amino-2,6-dibromophenoxy)-4-(propan-2-yl-1,1,1,3,3,3-d6)pyridazin-3(2H)-one NC1=CC(=C(OC=2C=C(C(NN2)=O)C(C([2H])([2H])[2H])C([2H])([2H])[2H])C(=C1)Br)Br